dibutyltin dibutoxide [O-]CCCC.[O-]CCCC.C(CCC)[Sn+2]CCCC